C(C)(C)(C)OC(=O)N1[C@@H](C2=CC=C(C(=C2CC1)C1=CC(=C(C(=C1)C(=C)C)OCC1=CC=CC=C1)F)OC)C (1R)-5-(4-benzyloxy-3-fluoro-5-isopropenyl-phenyl)-6-methoxy-1-methyl-3,4-dihydro-1H-isoquinoline-2-carboxylic acid tert-butyl ester